C(CCCCCCCCCCC)(=O)N(C)CC(=O)[O-].[Na+].[Na+].N=1N(N=NC1)CCCCNC(C1=CC(=CC=C1)N1N=C(N=C1C1=NC=C(C=N1)Br)CC)=O.C(CCCCCCCCCCC)(=O)N(C)CC(=O)[O-] N-(4-(2-2H-tetrazolyl)butyl)-3-(5-(5-bromo-2-pyrimidinyl)-3-ethyl-1H-1,2,4-triazol-1-yl)benzamide disodium lauroyl-sarcosinate